(S)- and (R)-2-((4-Chlorophenethyl)amino)-N-(4-(4-methyl-1H-imidazol-1-yl)phenyl)-2-phenylacetamide ClC1=CC=C(CCN[C@H](C(=O)NC2=CC=C(C=C2)N2C=NC(=C2)C)C2=CC=CC=C2)C=C1 |r|